C1(CCC1)CN(C)CC1=CC(=C(C(=C1)O)N1CC(NS1(=O)=O)=O)F 5-[4-[[cyclobutylmethyl-(methyl)amino]methyl]-2-fluoro-6-hydroxy-phenyl]-1,1-dioxo-1,2,5-thiadiazolidin-3-one